((2-hydroxyethyl)thio)acetamide OCCSCC(=O)N